1-trimethoxysilylethyldimethylsilyl-4-(diethylamino)(trimethoxysilylpropylamino)methylsilylethyldimethylsilylbenzene CO[Si](C(C)C=1C(=C(C(=C(C1)[SiH](C)C)CC[SiH2]CNCCC[Si](OC)(OC)OC)[SiH](C)C)N(CC)CC)(OC)OC